2-({6-ethenylimidazo[1,2-a]pyridin-2-yl}methyl)-5-{2-oxa-6-azaspiro[3.3]heptan-6-yl}-1,2-dihydro-2,7-naphthyridin-1-one C(=C)C=1C=CC=2N(C1)C=C(N2)CN2C(C1=CN=CC(=C1C=C2)N2CC1(COC1)C2)=O